4-(4-(4-fluorophenyl)-2-methyloxazol-5-yl)-N,N-dipropylbenzenesulfonamide FC1=CC=C(C=C1)C=1N=C(OC1C1=CC=C(C=C1)S(=O)(=O)N(CCC)CCC)C